N-(3-chloro-5-(methylsulfonamido)phenyl)-1-(2,4-difluoro-6-(oxazol-5-ylmethoxy)phenyl)-1H-pyrazole-4-carboxamide ClC=1C=C(C=C(C1)NS(=O)(=O)C)NC(=O)C=1C=NN(C1)C1=C(C=C(C=C1OCC1=CN=CO1)F)F